FC1=CC=C2CCN(C2=C1)C(=O)NCC1=CC(=NC=C1)OCC(F)(F)F 6-Fluoro-N-((2-(2,2,2-trifluoroethoxy)pyridin-4-yl)methyl)indoline-1-carboxamide